trichloro(octadecyl)silane ethyl-(6R)-6-[4-(3-ethynyl-5-fluoro-2-pyridyl)piperazin-1-yl]-2-azaspiro[3.4]octane-2-carboxylate C(C)OC(=O)N1CC2(C1)C[C@@H](CC2)N2CCN(CC2)C2=NC=C(C=C2C#C)F.Cl[Si](CCCCCCCCCCCCCCCCCC)(Cl)Cl